C(CCC)[Sn](CCCC)(CCCC)CO Tributylstannylmethanol